(4-bromo-3-fluoro-5-methylphenyl)-N-methylmethanamine BrC1=C(C=C(C=C1C)CNC)F